3-Fluoro-3-formylazetidine-1-carboxylic acid tert-butyl ester C(C)(C)(C)OC(=O)N1CC(C1)(C=O)F